CN(CCC=1C=C(C(=C(CCC2=CC(=CC(=N2)N)C(F)(F)F)C1)F)F)C 6-(5-(2-(Dimethylamino)ethyl)-2,3-difluorophenethyl)-4-(trifluoromethyl)pyridin-2-amine